(3R,4S,5S)-2-(6-aminopurin-9-yl)-5-(difluoromethyl)oxolane-3,4-diol NC1=C2N=CN(C2=NC=N1)C1O[C@@H]([C@H]([C@H]1O)O)C(F)F